FC1=CC=C2C(=CNC(C2=C1F)=O)[C@@H](C)N(C(=O)NC1=CC(=C(C=C1)F)C)C |r| Racemic-1-(1-(7,8-difluoro-1-oxo-1,2-dihydroisoquinolin-4-yl)ethyl)-3-(4-fluoro-3-methylphenyl)-1-methylurea